C(#N)C=1C=NN2C1C(=CC(=C2)C=2C=NN(C2C)[C@H]2CN(CCC2)C(=O)OC(C)(C)C)OC tert-Butyl (3R)-3-(4-[3-cyano-4-methoxypyrazolo[1,5-a]pyridin-6-yl]-5-methylpyrazol-1-yl)piperidine-1-carboxylate